C(C)(C)(C)OC(=O)CN([C@H](CC(C)C)C(=O)O)C(=O)OC(C)(C)C N-(t-butyloxycarbonyl)methyl-N-t-butyloxycarbonyl-D-leucine